6-(3-Bromofurfurylamino)-9-β-D-arabinofuranosylpurin BrC1=C(CNC2=C3N=CN(C3=NC=N2)[C@H]2[C@@H](O)[C@H](O)[C@H](O2)CO)OC=C1